1-((2S,3S)-3-(4-bromothiazol-2-yl)-2-(dibenzylamino)-3-methoxypropanoyl)hexahydropyridazine-3-carboxylic acid BrC=1N=C(SC1)[C@H]([C@@H](C(=O)N1NC(CCC1)C(=O)O)N(CC1=CC=CC=C1)CC1=CC=CC=C1)OC